3,4-bis(dimethylphosphino)-2-methyl-thiophene CP(C1=C(SC=C1P(C)C)C)C